S(=O)(=O)(C1=CC=C(C)C=C1)OCCOCCOCCOCCOCCOCCO hexaethylene glycol monotosylate